4-((1-methyl-1H-pyrazol-4-yl)oxy)piperidine CN1N=CC(=C1)OC1CCNCC1